N,4-diisopropylaniline C(C)(C)NC1=CC=C(C=C1)C(C)C